CC=1C(=NC=CC1)C1=NSC(=C1)NC1=NC=CC(=C1)C 3-(3-methylpyridin-2-yl)-N-(4-methylpyridin-2-yl)isothiazol-5-amine